6-(4-(3-(2,4-dioxotetrahydropyrimidin-1(2H)-yl)benzyl)piperazin-1-yl)-2-(4-phenoxyphenyl)nicotinamide O=C1N(CCC(N1)=O)C=1C=C(CN2CCN(CC2)C2=NC(=C(C(=O)N)C=C2)C2=CC=C(C=C2)OC2=CC=CC=C2)C=CC1